O=C1NCC(N1)CCNC(OCC1=CC=CC=C1)=O benzyl N-[2-(2-oxoimidazolidin-4-yl)ethyl]carbamate